CC(CO)CCCOC=1N(N=CC1)C 2-methyl-5-(2-methylpyrazol-3-yl)oxy-pentan-1-ol